phenyltripropyl-ammonium fluoride [F-].C1(=CC=CC=C1)[N+](CCC)(CCC)CCC